ClC=1C=CC=C2C=CC(=NC12)NC1=C(C=C(C=C1)OC1=CC2=CC=CC=C2C=C1)C 8-chloro-N-(2-methyl-4-(naphthalen-2-yloxy)phenyl)quinolin-2-amine